1H,4H,5H,6H,7H,8H,9H-pyrrolo[2,3-c]azocine N1C=CC2=C1CNCCCC2